3-(3,4-difluoro-2-methoxyphenyl)-5,5-bis(trifluoromethyl)oxazolidine-2-carboxylic acid FC=1C(=C(C=CC1F)N1C(OC(C1)(C(F)(F)F)C(F)(F)F)C(=O)O)OC